trimethyl-((3,4,5-trimethoxyphenyl)ethynyl)silane cytidine-5'-monophosphate P(=O)(O)(O)OC[C@@H]1[C@H]([C@H]([C@@H](O1)N1C(=O)N=C(N)C=C1)O)O.C[Si](C#CC1=CC(=C(C(=C1)OC)OC)OC)(C)C